C(#N)C(=C(OC)C1=C(C=C(C=C1)CC(=O)OC)F)C#N Methyl 2-(4-(2,2-dicyano-1-methoxyvinyl)-3-fluorophenyl)acetate